ClC=1C(NN=CC1N1CC=2N=C(N=C(C2CC1)OC1=C(C=C(C=C1)F)C(F)(F)F)[C@@H](CO)O)=O (S)-4-chloro-5-(2-(1,2-dihydroxyethyl)-4-(4-fluoro-2-(trifluoromethyl)phenoxy)-5,8-dihydropyrido[3,4-d]pyrimidin-7(6H)-yl)pyridazin-3(2H)-one